CN1C[C@@H]([C@@H](CC1)NC1=C2C=C(N(C2=CC=C1)CC(F)(F)F)C1=NOC(=N1)CNC(=O)C1=CN(C=C1)C1(CC1)COC)C N-{[3-(4-{[(3S,4R)-1,3-dimethylpiperidin-4-yl]amino}-1-(2,2,2-trifluoroethyl)-1H-indol-2-yl)-1,2,4-oxadiazol-5-yl]methyl}-1-[1-(methoxymethyl)cyclopropyl]-1H-pyrrole-3-carboxamide